CC1=CC=C(C=C1)S(=O)(=O)OC[C@H]1NC([C@H]([C@H]1CC)F)=O ((2S,3S,4S)-3-ethyl-4-fluoro-5-oxopyrrolidin-2-yl)methyl 4-methylbenzenesulfonate